N-acetylcysteine propyl ester C(CC)OC([C@@H](NC(C)=O)CS)=O